ClC1=C(C=C2C=C(N=CC2=C1)NC(=O)[C@@H]1CC12CCOCC2)[C@H](COC)C (1R)-N-(7-chloro-6-((R)-1-methoxypropan-2-yl)isoquinolin-3-yl)-6-oxaspiro[2.5]octane-1-carboxamide